4-methylpyridine-2,3-dicarboxylic acid CC1=C(C(=NC=C1)C(=O)O)C(=O)O